6-(2,6-Dichlorophenyl)-2-((4-(4-(2-hydroxyethyl)piperazin-1-yl)phenyl)amino)-8,9-dihydroimidazo[1,2-a]pyrimido[5,4-e]pyrimidin-5(6H)-one ClC1=C(C(=CC=C1)Cl)N1C=2N(C3=C(C1=O)C=NC(=N3)NC3=CC=C(C=C3)N3CCN(CC3)CCO)CCN2